C1=CC=C(C2OC=C3C(=C21)C=CC=C3)B(O)O dibenzo[b,D]pyran-4-ylboronic acid